C(#N)C(C(=O)NC([O-])=O)=NNC1=CC(=C(C(=C1)Cl)OC=1C=C2C=CNC(C2=CC1)=O)Cl (2-cyano-2-(2-(3,5-dichloro-4-((1-oxo-1,2-dihydroisoquinolin-6-yl)oxy)phenyl)hydrazono)acetyl)carbamate